BrC1=C(C(=CC(=C1)Br)C)[N+]#[C-] 2,4-DIBROMO-6-METHYLPHENYLISOCYANIDE